2-ethynyl-5-(tetrahydrofuran-3-yl)pyridine C(#C)C1=NC=C(C=C1)C1COCC1